tert-Butyl N-[2-[tert-butyl(dimethyl)silyl]oxy-1-[4,8-difluoro-6-(hydroxymethyl)-3,5,6,7-tetrahydrocyclopenta[f]benzimidazol-2-yl]ethyl]-N-methyl-carbamate [Si](C)(C)(C(C)(C)C)OCC(C=1NC2=C(N1)C(=C1C(=C2F)CC(C1)CO)F)N(C(OC(C)(C)C)=O)C